OB(C1=CC=C(S1)C(=O)O)O 5-(DIHYDROXYBORYL)-2-THIOPHENECARBOXYLIC ACID